C1(=CC=C(C=C1)/C=C/C(=O)C1=C(C(=C(C=C1OC)OCOC)CC=C(C)C)OCOC)/C=C/C(=O)C1=C(C(=C(C=C1OC)OCOC)CC=C(C)C)OCOC (2E,2'E)-3,3'-(1,4-phenylene)bis(1-(6-methoxy-2,4-bis(methoxymethoxy)-3-(3-methylbut-2-en-1-yl)phenyl)prop-2-en-1-one)